2,3,4-trichlorophenyl propyl ether C(CC)OC1=C(C(=C(C=C1)Cl)Cl)Cl